7-(2-Fluoro-6-methoxyphenyl)-6-methyl-2-(((S)-1-methylpyrrolidin-2-yl)methoxy)-4-(piperazin-1-yl)-5,6,7,8-tetrahydropyrido[4,3-d]pyrimidine FC1=C(C(=CC=C1)OC)C1CC=2N=C(N=C(C2CN1C)N1CCNCC1)OC[C@H]1N(CCC1)C